((S)-1-(((S)-1-hydroxy-3-((S)-2-oxopyrrolidin-3-yl)propan-2-yl)amino)-1-oxo-3-phenylpropane-2-yl)carbamic acid 2-(3-chlorophenyl)-1-cyclohexyl-2,2-difluoroethyl ester ClC=1C=C(C=CC1)C(C(C1CCCCC1)OC(N[C@H](C(=O)N[C@H](CO)C[C@H]1C(NCC1)=O)CC1=CC=CC=C1)=O)(F)F